11-tetradecadien-1-yl acetate CC/C=C/CCCCCC/C=C/CCOC(=O)C